tertiary butylacetic acid C(C)(C)(C)CC(=O)O